(S)-2-((5-cyclopropylpyrimidin-2-yl)amino)-4-((2-ethoxyethyl)(4-(5,6,7,8-tetrahydro-1,8-naphthyridin-2-yl)butyl)amino)butanoic acid C1(CC1)C=1C=NC(=NC1)N[C@H](C(=O)O)CCN(CCCCC1=NC=2NCCCC2C=C1)CCOCC